CN1C(C(C(C2=CC=CC=C12)=O)(C)C)(C)C 1,2,2,3,3-pentamethylquinolin-4-one